trans-3-[[4-[(3S)-3-(3,5-difluorophenyl)isoxazolidine-2-carbonyl]cyclohexyl]methyl]-4-fluoro-N-methyl-benzamide FC=1C=C(C=C(C1)F)[C@H]1N(OCC1)C(=O)[C@@H]1CC[C@H](CC1)CC=1C=C(C(=O)NC)C=CC1F